3-[(3S)-3-(cyclobutylamino)pyrrolidin-1-yl]-6-[2-hydroxy-4-(6-methoxypyridazin-4-yl)phenyl]pyridazine-4-carbonitrile C1(CCC1)N[C@@H]1CN(CC1)C=1N=NC(=CC1C#N)C1=C(C=C(C=C1)C1=CN=NC(=C1)OC)O